(2S)-2-[[4-[(2-amino-4-oxo-3H-pteridin-6-yl)methylamino]benzoyl]amino]pentanedioic acid NC1=NC2=NC=C(N=C2C(N1)=O)CNC1=CC=C(C(=O)N[C@H](C(=O)O)CCC(=O)O)C=C1